4-(4-methylphenyl)-oxan-2-one CC1=CC=C(C=C1)C1CC(OCC1)=O